Tert-butyl (5-(1,3-dioxoisoindolin-2-yl)pentyl)(methyl)carbamate O=C1N(C(C2=CC=CC=C12)=O)CCCCCN(C(OC(C)(C)C)=O)C